C(C)N1C=CC2=C1N=CN(C2=O)CC2(CCN(CC2)C(=O)[C@H]2[C@@H](CN(CC2)C(C2=C(C=CC=C2)F)=O)C2=CC=CC=C2)O 7-Ethyl-3-[(1-{[(3R,4R)-1-(2-fluorobenzoyl)-3-phenylpiperidin-4-yl]carbonyl}-4-hydroxypiperidin-4-yl)methyl]-3,7-dihydro-4H-pyrrolo[2,3-d]pyrimidin-4-one